FC1=NC=CC2=C1[C@H]([C@@H]1CC[C@H]2N1C(=O)OC(C)(C)C)O tert-butyl (5R,8S,9R)-1-fluoro-9-hydroxy-6,7,8,9-tetrahydro-5H-5,8-epiminocyclohepta[c]pyridine-10-carboxylate